CCCCC/C=C\C/C=C\CCCCCCCCCCCC(=O)O[C@H](COC(=O)CCCC/C=C\C/C=C\C/C=C\C/C=C\CC)COP(=O)(O)OC[C@H](CO)O 1-(6Z,9Z,12Z,15Z-octadecatetraenoyl)-2-(13Z,16Z-docosadienoyl)-glycero-3-phospho-(1'-sn-glycerol)